COC(=O)C1=CC=C(C=C1)[C@H]1C[C@]([C@H]2CC[C@]34[C@H]([C@@]2(C1)C)CC[C@](C(C3)=O)(C4)C)(C(=O)O)C (2R,4R,4aS,6aR,9S,11aR,11bS)-2-(4-(methoxycarbonyl)phenyl)-4,9,11b-trimethyl-8-oxotetradecahydro-6a,9-methanocyclohepta[a]naphthalene-4-carboxylic acid